N-(4-(7-(((1r,4r)-4-(dimethylamino)cyclohexyl)amino)-2-oxo-1-(2,2,2-trifluoroethyl)-1,4-dihydropyrimido[4,5-d]pyrimidin-3(2H)-yl)-2-fluorophenyl)-1-(4-fluorophenyl)methanesulfonamide CN(C1CCC(CC1)NC1=NC=C2C(=N1)N(C(N(C2)C2=CC(=C(C=C2)NS(=O)(=O)CC2=CC=C(C=C2)F)F)=O)CC(F)(F)F)C